(diphenyltriazinyl)[(pyridinyl)dibenzoselenophenyl]biphenyl C1(=CC=CC=C1)C1=C(C(=NN=N1)C=1C(=C(C=CC1)C1=CC=CC=C1)C1=C(C=CC=2[Se]C3=C(C21)C=CC=C3)C3=NC=CC=C3)C3=CC=CC=C3